COC1=C(C(=O)O)C=C(C=C1OC)N1C=NC(=C1)[N+](=O)[O-] 2,3-dimethoxy-5-(4-nitro-imidazol-1-yl)-benzoic acid